tert-butyl (3S)-3-{3-bromo-5-[(tert-butoxycarbonyl)(methyl)amino]-4-cyanopyrazol-1-yl}pyrrolidine-1-carboxylate BrC1=NN(C(=C1C#N)N(C)C(=O)OC(C)(C)C)[C@@H]1CN(CC1)C(=O)OC(C)(C)C